N-β-aminoethyl-γ-aminopropylmethyldimethoxysilane NCCNCCC[Si](OC)(OC)C